FC1=C(CN2CC(CCC2)C=2C(=NN3C2N=CC=C3)C)C=CC=C1 (1-(2-fluorobenzyl)piperidin-3-yl)-2-methylpyrazolo[1,5-a]pyrimidine